(S)-3-(cyclopropylmethylamino)-1-(4-((5R,7R)-7-hydroxy-5-methyl-6,7-dihydro-5H-cyclopenta[d]pyrimidin-4-yl)piperazin-1-yl)-2-(4-(trifluoromethoxy)phenyl)propan-1-one C1(CC1)CNC[C@@H](C(=O)N1CCN(CC1)C=1C2=C(N=CN1)[C@@H](C[C@H]2C)O)C2=CC=C(C=C2)OC(F)(F)F